N-(4-hydroxy-phenyl)-5-isopropyl-benzamide OC1=CC=C(C=C1)NC(C1=CC=CC(=C1)C(C)C)=O